ClC=1C=C2C=NC(=NC2=CC1N1CCN(CC1)C1(COC1)C)NC1=NN(C=C1)CC(F)(F)F 6-chloro-7-[4-(3-methyloxetan-3-yl)piperazin-1-yl]-N-[1-(2,2,2-trifluoroethyl)-1H-pyrazol-3-yl]quinazolin-2-amine